FC1=C(C(=O)OC2=CC(=C(C=C2)C2=CC(=C(C(=C2)F)F)F)OC)C(=CC(=C1)C1OCC(CO1)CCC)F 3',4',5'-Trifluoro-2-methoxy-[1,1'-biphenyl]-4-yl 2,6-difluoro-4-(5-propyl-1,3-dioxan-2-yl)benzoate